C(C)(C)(C)OC(=O)N[C@H](C(=O)N1[C@@H](C[C@H](C1)O)C(=O)O)C(C)(C)C (2S,4r)-1-[(2S)-2-(tert-butoxycarbonylamino)-3,3-dimethylbutyryl]-4-hydroxy-pyrrolidine-2-carboxylic acid